4-[(1S)-1-[[1-[4-(2-cyclohexylethoxy)phenyl]cyclopentanecarbonyl]-methyl-amino]ethyl]benzoic acid C1(CCCCC1)CCOC1=CC=C(C=C1)C1(CCCC1)C(=O)N([C@@H](C)C1=CC=C(C(=O)O)C=C1)C